ClC=1C=CC(=C(C1)C1=CC(NC=N1)=O)N1N=NC(=C1)Cl 6-(5-chloro-2-(4-chloro-1H-1,2,3-triazol-1-yl)phenyl)pyrimidin-4(3H)one